ClC=1C(=NC=CC1C1=CC(=C(CNC[C@H]2CCC(N2)=O)C=C1)OC)C1=C(C(=CC=C1)C1=NC(=C(C=C1)CNC[C@H]1NC(CC1)=O)OC)Cl (R)-5-(((4-(3-chloro-2-(2-chloro-3-(6-methoxy-5-(((((S)-5-oxopyrrolidin-2-yl)methyl)amino)methyl)pyridin-2-yl)phenyl)pyridin-4-yl)-2-methoxybenzyl)amino)methyl)pyrrolidin-2-one